C=1(C(=CC=CC1)S(=O)(=O)O)C(C)C cumene-sulfonic acid